6-hydrazinyl-1,3-dioxo-1H-benzol N(N)C1=CCC(CC1=O)=O